tert-butyl 4-(chloromethyl)-4-cyanopiperidine-1-carboxylate ClCC1(CCN(CC1)C(=O)OC(C)(C)C)C#N